C[C@@H]1CN(C[C@H](N1)C)C=1OC2=C(N1)C=CC(=C2)C(F)(F)F 2-[(3R,5R)-3,5-dimethylpiperazin-1-yl]-6-(trifluoromethyl)-1,3-benzoxazole